(S)-3-(2',5'-difluorobiphenyl-3-yl)-3-(3-(4-hydroxy-1,5-dimethyl-2-oxo-1,2-dihydropyridin-3-yl)ureido)propanoic acid FC1=C(C=C(C=C1)F)C1=CC(=CC=C1)[C@H](CC(=O)O)NC(=O)NC=1C(N(C=C(C1O)C)C)=O